(R)-((3-(benzyloxy)propane-1,2-diyl)bis(oxy))bis(6-oxohexane-6,1-diyl) bis(2-octyldecanoate) C(CCCCCCC)C(C(=O)OCCCCCC(=O)O[C@@H](COC(CCCCCOC(C(CCCCCCCC)CCCCCCCC)=O)=O)COCC1=CC=CC=C1)CCCCCCCC